5-dimethylaminovalerate CN(CCCCC(=O)[O-])C